FC1=C(OCCCC2=C(N=CS2)C(=O)O)C=CC(=C1)C#CCNCCCO 5-[3-[2-fluoro-4-[3-(3-hydroxypropylamino)prop-1-ynyl]phenoxy]propyl]thiazole-4-carboxylic acid